(S)-3-(3-Phenylpropyl)-5-(1-(piperidin-1-ylsulfonyl)piperidin-2-yl)-1,2,4-oxadiazole C1(=CC=CC=C1)CCCC1=NOC(=N1)[C@H]1N(CCCC1)S(=O)(=O)N1CCCCC1